4-{3-(cyanomethyl)-3-[4-(7H-pyrrolo[2,3-d]pyrimidin-4-yl)-1H-pyrazol-1-yl]azetidin-1-yl}-N-1,3-thiazol-2-ylpiperidine-1-carboxamide C(#N)CC1(CN(C1)C1CCN(CC1)C(=O)NC=1SC=CN1)N1N=CC(=C1)C=1C2=C(N=CN1)NC=C2